(-)-5-[1-(1-tert-butoxycarbonyl-4-piperidyl)-1-hydroxy-ethyl]-2-(4-chlorobenzoyl)-3-fluorobenzoic acid C(C)(C)(C)OC(=O)N1CCC(CC1)C(C)(O)C=1C=C(C(=C(C(=O)O)C1)C(C1=CC=C(C=C1)Cl)=O)F